(S)-6-((3-methyl-1H-pyrazol-1-yl)methyl)-2-(1H-pyrazol-4-yl)-4,5,7,8-tetrahydro-3-oxa-1-thia-5a,8-diazabenzo[cd]azulen-9(6H)-one CC1=NN(C=C1)C[C@H]1N2C=3C(=C(SC3C(NC1)=O)C=1C=NNC1)OCC2